trityl-L-homoserine diethyl-ammonium salt C(C)[NH2+]CC.C(C1=CC=CC=C1)(C1=CC=CC=C1)(C1=CC=CC=C1)N[C@@H](CCO)C(=O)[O-]